COC1=CC=C(C=C1)N1N=NNC1=O 1-(4-methoxyphenyl)-1,4-dihydro-5H-tetrazol-5-one